O=C1NC(CCC1N1C(C2=CC=CC(=C2C1=O)F)=O)=O (2,6-Dioxopiperidin-3-yl)-4-fluoro-2,3-dihydro-1H-isoindole-1,3-dione